FC(OC1=C(C=CC=C1)C(CCO)CCO)(F)F 3-(2-(Trifluoromethoxy)phenyl)pentane-1,5-diol